1-(6-(1-(3-((4-((5-(difluoromethoxy)-pyrimidin-2-yl)amino)piperidin-1-yl)sulfonyl)-benzyl)piperidin-4-yl)-1-methyl-1H-indazol-3-yl)dihydropyrimidine-2,4(1H,3H)-dione FC(OC=1C=NC(=NC1)NC1CCN(CC1)S(=O)(=O)C=1C=C(CN2CCC(CC2)C2=CC=C3C(=NN(C3=C2)C)N2C(NC(CC2)=O)=O)C=CC1)F